2-(2-oxa-8-azaspiro[4.5]decan-8-yl)ethanamine dihydrochloride Cl.Cl.C1OCCC12CCN(CC2)CCN